5-fluoro-1-methyl-2-(4-(methylsulfonyl)phenyl)-1H-benzo[d]imidazole dihydrochloride Cl.Cl.FC1=CC2=C(N(C(=N2)C2=CC=C(C=C2)S(=O)(=O)C)C)C=C1